CC(C(=O)NC1=CC=C(OC2CCC(CC2)NC(OC(C)(C)C)=O)C=C1)CC tert-butyl ((1r,4r)-4-(4-(2-methylbutyramido)phenoxy)cyclohexyl)carbamate